tert-Butyl (3-(benzyloxy)-6-bromo-2,4-difluoro phenyl)carbamate C(C1=CC=CC=C1)OC=1C(=C(C(=CC1F)Br)NC(OC(C)(C)C)=O)F